3-Fluoro-4-[fluoro[4-(trifluoromethoxy)phenyl]methyl]-5-(3-methyl-1,2,4-oxadiazol-5-yl)pyridine FC=1C=NC=C(C1C(C1=CC=C(C=C1)OC(F)(F)F)F)C1=NC(=NO1)C